C(C1=CC=CC=C1)N(C(=O)OCC1(C(CCCC1)C)CO)[C@H](CS(=O)(=O)Cl)C 2-methyl-1,1-cyclohexanedimethanol benzyl-(S)-(1-(chlorosulfonyl)propan-2-yl)carbamate